4,5-dimethyl-5-trifluoromethyltetrahydrofuran-2-carboxamide CC1CC(OC1(C(F)(F)F)C)C(=O)N